C(#N)C=1C=CC(=C2C=CC=NC12)N1C[C@H]2N([C@@H](C1)C)C[C@@H](C2)NC(OC(C)(C)C)=O tert-butyl N-[(4R,7R,8aS)-2-(8-cyano-5-quinolyl)-4-methyl-3,4,6,7,8,8a-hexahydro-1H-pyrrolo[1,2-a]pyrazin-7-yl]carbamate